NC1(CCCC1)C(=O)NC1=CC(=C(C=C1)OC)OC 1-amino-N-(3,4-dimethoxyphenyl)cyclopentane-1-carboxamide